N1CC(NCC12CCNCC2)=O 1,4,9-triazaspiro[5.5]undecan-3-one